N-(6-(2H-1,2,3-triazol-2-yl)-5-chloropyridine-3-yl)-1-(2-oxo-1,2-dihydrobenzo[cd]indol-6-yl)-5-trifluoromethyl-1H-pyrazole-4-carboxamide N=1N(N=CC1)C1=C(C=C(C=N1)NC(=O)C=1C=NN(C1C(F)(F)F)C=1C=2C3=C(C(NC3=CC1)=O)C=CC2)Cl